CC(OC(C(=O)N)(C)C)(C(=O)N)C tetramethyl-3-oxaglutaramide